The molecule is a butan-4-olide having a (4-nitrophenylsulfonyloxy)methyl group at the 3-position and two methyl substituents at the 5-position. It is a butan-4-olide, an arenesulfonate ester and a C-nitro compound. CC1(CC(C(=O)O1)COS(=O)(=O)C2=CC=C(C=C2)[N+](=O)[O-])C